3-((di(diisopropylamino)phosphono)oxy)propionitrile C(C)(C)N(C(C)C)OP(=O)(ON(C(C)C)C(C)C)OCCC#N